C1(CCCCC1)C1=CC=C(C=C1)NC1=CC=C(CNC(=O)[C@@H]2NC(NC2)=O)C=C1 (R)-N-(4-((4-cyclohexylphenyl)amino)benzyl)-2-oxoimidazolidine-4-carboxamide